zinc-lead copper oxide [Cu]=O.[Pb].[Zn]